1-(3-[2-[(2R)-2-hydroxypropoxy]-6-(morpholin-4-yl)pyridin-4-yl]-4-methylphenyl)-3-methyl-3-[1-(trifluoromethyl)pyrazol-4-yl]urea O[C@@H](COC1=NC(=CC(=C1)C=1C=C(C=CC1C)NC(=O)N(C=1C=NN(C1)C(F)(F)F)C)N1CCOCC1)C